ClCC(C1CO1)C 1-chloro-2-methyl-3,4-butylene oxide